4-chloro-N-((1R)-1-cyclopentyl-2-(((2S)-1-(((2S)-4-(cyclopropylamino)-3-hydroxy-4-oxo-1-((S)-2-oxopyrrolidin-3-yl)butan-2-yl)amino)-1-oxopentan-2-yl)(methyl)amino)-2-oxoethyl)benzamide ClC1=CC=C(C(=O)N[C@@H](C(=O)N(C)[C@H](C(=O)N[C@@H](C[C@H]2C(NCC2)=O)C(C(=O)NC2CC2)O)CCC)C2CCCC2)C=C1